1-((3R,4S)-4-((5-(1-(2,2-difluoroethyl)-2-methyl-1H-benzo[d]imidazol-6-yl)-4-methoxypyrrolo[2,1-f][1,2,4]triazin-2-yl)amino)-3-fluoropiperidin-1-yl)ethan-1-one FC(CN1C(=NC2=C1C=C(C=C2)C=2C=CN1N=C(N=C(C12)OC)N[C@@H]1[C@@H](CN(CC1)C(C)=O)F)C)F